FC1=C(C(=CC=C1)F)NS(=O)(=O)C1=CC=2C(C3=CC(=CC=C3C2C=C1)S(=O)(=O)NC1=C(C=CC=C1F)F)=NO N2,N7-bis(2,6-difluorophenyl)-9-(hydroxyimino)-9H-fluorene-2,7-disulfonamide